BrC=1C=CC=2N(C3=CC=C(C=C3C2C1)Br)CCOCCOCC 3,6-dibromo-9-(2-(2-ethoxyethoxy)ethyl)-9H-carbazole